2,4-dimethoxy-5-[(1E)-3,3,3-trifluoroprop-1-ene-1-yl]pyrimidine COC1=NC=C(C(=N1)OC)\C=C\C(F)(F)F